tert-Butyl ((6-(2-(2,6-dioxopiperidin-3-yl)-1-oxoisoindolin-4-yl)pyridin-2-yl)methyl)carbamate O=C1NC(CCC1N1C(C2=CC=CC(=C2C1)C1=CC=CC(=N1)CNC(OC(C)(C)C)=O)=O)=O